bis(3-(2H-benzotriazol-2-yl)-2-hydroxy-5-(1,1,3,3-tetramethylbutyl)phenyl)methane N=1N(N=C2C1C=CC=C2)C=2C(=C(C=C(C2)C(CC(C)(C)C)(C)C)CC2=C(C(=CC(=C2)C(CC(C)(C)C)(C)C)N2N=C1C(=N2)C=CC=C1)O)O